2-[6-(5-chloro-2-{[(2S)-1-hydroxypropan-2-yl]amino}pyrimidin-4-yl)-1-oxo-2,3-dihydro-1H-isoindol-2-yl]-N-[(1R)-1-(2-fluoro-5-methoxyphenyl)ethyl]acetamide ClC=1C(=NC(=NC1)N[C@H](CO)C)C1=CC=C2CN(C(C2=C1)=O)CC(=O)N[C@H](C)C1=C(C=CC(=C1)OC)F